C1(CC1)C=1N=NN(C1)[C@H](C(=O)N1[C@@H](C[C@H](C1)O)C(=O)NCC1=NC(=NC(=C1)C)N(C)C)C(C)(C)C (2S,4R)-1-[(2S)-2-(4-cyclopropyltriazol-1-yl)-3,3-dimethyl-butanoyl]-N-[[2-(dimethylamino)-6-methyl-pyrimidin-4-yl]methyl]-4-hydroxy-pyrrolidine-2-carboxamide